ethyl 2-(4-(2-hydroxypropan-2-yl)-1-oxo-6-(trifluoromethyl)phthalazin-2(1H)-yl)acetate OC(C)(C)C1=NN(C(C2=CC=C(C=C12)C(F)(F)F)=O)CC(=O)OCC